(4-nitrophenyl)triphenylsilane [N+](=O)([O-])C1=CC=C(C=C1)[Si](C1=CC=CC=C1)(C1=CC=CC=C1)C1=CC=CC=C1